ClC=1C(=NC=CC1)N1N=C(C=C1)C(F)(F)F 2-(3-chloro-2-pyridyl)-5-(trifluoromethyl)pyrazole